N-(4-((6-(1,1-difluoroethyl)pyridin-2-yl)amino)-5-(1-methyl-6-oxo-1,6-dihydropyridazin-3-yl)pyridin-2-yl)acetamide FC(C)(F)C1=CC=CC(=N1)NC1=CC(=NC=C1C1=NN(C(C=C1)=O)C)NC(C)=O